barium 2-(tert-butyl)-2-heptyl malonate C(CC(=O)[O-])(=O)OC(C)(CCCCC)C(C)(C)C.[Ba+2].C(C)(C)(C)C(C)(CCCCC)OC(CC(=O)[O-])=O